S1C=C(C2=C1C=CC=C2)C[C@@H](CNC(=O)N[C@@H](CC2=CC=CC=C2)C)N(C)C 1-((S)-3-(benzothien-3-yl)-2-(dimethylamino)propyl)-3-((R)-1-phenylpropan-2-yl)urea